C(CCCCCCCCCCC)C(C(=O)OCCCCCC(OC(NCCCN(CCCCN(C)C)C)=O)CCCCCOC(C(CCCCCCCCCCCC)CCCCCCCCCCCC)=O)CCCCCCCCCCCC [3-(dimethylamino) propyl]-6-{5-[(2-dodecyl-1-oxotetradecyl) oxy] pentyl}-13-methyl-8-oxo-9,13-diaza-7-oxatetradec-1-yl 2-dodecyltetradecanoate